COCC1=NC(=NC=N1)COC di(methoxymethyl)-1,3,5-triazine